C(C)(C)(C)C1=C(C=CC(=C1)C(C)(C)C)O 2,4-di-tertiary butyl-phenol